C(C)(C)NC(O[C@H]1C[C@H](CC1)C=1NN=C(C1)NC(=O)C=1N(N=C(C1)C1=C(C(=CC(=C1)COC)OCC1=CC=CC=C1)C1OCCO1)C)=O (1R,3S)-3-(5-{5-[3-(benzyloxy)-2-(1,3-dioxolan-2-yl)-5-(methoxymethyl) phenyl]-2-methylpyrazole-3-amido}-2H-pyrazol-3-yl)cyclopentyl N-isopropylcarbamate